FC1(CCC(CC1)NC(C(C=1C=NC=C(C1)F)N(C(=O)C1N(CC(N(C1)C)=O)C(=O)OC(C)(C)C)C1=CC=C(C=C1)S(F)(F)(F)(F)F)=O)F Tert-butyl 2-[[2-[(4,4-difluorocyclohexyl) amino]-1-(5-fluoro-3-pyridyl)-2-oxo-ethyl]-[4-(pentafluoro-λ6-sulfanyl)phenyl]carbamoyl]-4-methyl-5-oxo-piperazine-1-carboxylate